CS(=O)(=O)CCCN1CC2(C1)CCC2 2-(3-methylsulfonylpropyl)-2-azaspiro[3.3]Heptane